1-{5-[(tertiary-butoxycarbonyl)amino]-3-chloropyridin-2-yl}ethane-1,2-diyl dimethanesulfonate CS(=O)(=O)OC(COS(=O)(=O)C)C1=NC=C(C=C1Cl)NC(=O)OC(C)(C)C